(S)-4-(3-(5-(1-amino-1,3-dihydro-spiro[inden-2,4'-piperidin]-1'-yl)-6-(hydroxymethyl)pyrazin-2-yl)prop-2-yn-1-yl)phenol N[C@@H]1C2=CC=CC=C2CC12CCN(CC2)C=2N=CC(=NC2CO)C#CCC2=CC=C(C=C2)O